O1COC2=C1C=CC(=C2)[C@@H]2N[C@H](CC1=C2NC2=CC=CC=C12)C(=O)O (1S,3R)-1-(benzo[d][1,3]dioxol-5-yl)-2,3,4,9-tetrahydro-1H-pyrido[3,4-b]indole-3-carboxylic acid